tert-butoxycarbonyl-tert-butyl carbonate C(OC(CC(=O)OC(C)(C)C)(C)C)([O-])=O